chromanylimidazolethione O1C(CCC2=CC=CC=C12)C1=NC(N=C1)=S